5-methoxy-1-(piperidin-4-ylmethyl)-1H-benzo[d][1,2,3]triazole COC1=CC2=C(N(N=N2)CC2CCNCC2)C=C1